(2,7-diisopropyl-4-oxo-pyrazolo[3,4-d]pyridazin-5-yl)-N-(5-methylpyrimidin-2-yl)acetamide C(C)(C)N1N=C2C(=NN(C(C2=C1)=O)CC(=O)NC1=NC=C(C=N1)C)C(C)C